6-[8-(1,3-benzothiazol-2-ylcarbamoyl)-1-methyl-3,4-dihydroisoquinolin-2(1H)-yl]-3-{5-methyl-1-[(1-methylcyclohexyl)methyl]-1H-pyrazol-4-yl}pyridine-2-carboxylic acid S1C(=NC2=C1C=CC=C2)NC(=O)C=2C=CC=C1CCN(C(C21)C)C2=CC=C(C(=N2)C(=O)O)C=2C=NN(C2C)CC2(CCCCC2)C